CC1(N[C@H]2CCCC[C@@H]2NC1)C (4aS,8aS)-2,2-dimethyldecahydroquinoxaline